C1(CC1)C(=O)NC=1C=C(C(=O)NCCN(C)C)C=CC1N1CCC(CC1)C1=C(N=CN1)C 3-[(Cyclopropylcarbonyl)amino]-N-[2-(dimethylamino)ethyl]-4-[4-(4-methyl-1H-imidazol-5-yl)-1-piperidinyl]benzamide